2-(2,6-Dioxopiperidin-3-yl)isoindoline-1,3-dione O=C1NC(CCC1N1C(C2=CC=CC=C2C1=O)=O)=O